tert-butyl 4-[6-[3-[(tert-butoxycarbonylamino)methyl]-4-(trifluoromethyl)phenyl]-3-chloro-2-quinolyl]piperazine-1-carboxylate C(C)(C)(C)OC(=O)NCC=1C=C(C=CC1C(F)(F)F)C=1C=C2C=C(C(=NC2=CC1)N1CCN(CC1)C(=O)OC(C)(C)C)Cl